fluoro-phosphate-s-triazine N1=CN=CN=C1.P(=O)(O)(O)F